FC(S(=O)(=O)NCC(=O)N1CC2=CC(=CC=C2CC1)OC1=CC(=C(C=C1)C(F)(F)F)F)(F)F 1,1,1-trifluoro-N-(2-(7-(3-fluoro-4-(trifluoro-methyl)phenoxy)-3,4-dihydroisoquinolin-2(1H)-yl)-2-oxoethyl)-methanesulfonamide